N-(3-(1-methyl-1H-benzo[d][1,2,3]triazol-6-yl)-1H-pyrrolo[2,3-b]pyridin-6-yl)isonicotinamide CN1N=NC2=C1C=C(C=C2)C2=CNC1=NC(=CC=C12)NC(C1=CC=NC=C1)=O